2-(5-methoxy-1H-indol-3-yl)-N,N-dimethylethan-1-amine-1,1-d2 COC=1C=C2C(=CNC2=CC1)CC(N(C)C)([2H])[2H]